NC=1C(=CC(=C2C=CC=NC12)Cl)Cl 8-amino-5,7-dichloroquinoline